2,5-di-(4-naphthyl)-1,3,4-oxadiazole C1=CC=C(C2=CC=CC=C12)C=1OC(=NN1)C1=CC=CC2=CC=CC=C12